ClC1=CC2=C(N(C(N=C2N2C[C@@H]3CC[C@H](C2)N3C(C=C)=O)=O)C=3C(=NC=CC3C)C(C)C)N=C1C1=C(C=CC=C1)F (M)-6-Chloro-7-(2-fluorophenyl)-1-(2-isopropyl-4-methyl-3-pyridyl)-4-[(1S,5R)-8-prop-2-enoyl-3,8-diazabicyclo[3.2.1]octan-3-yl]pyrido[2,3-d]pyrimidin-2-one